OC1=CC=C(C=C1)C=CC1=CC=C(C=C1)O 1,2-bis(4-hydroxyl-phenyl)ethylene